Tert-butyl (S)-4-(((benzyloxy) carbonyl) amino)-3,3-difluoropiperidine-1-carboxylate C(C1=CC=CC=C1)OC(=O)N[C@@H]1C(CN(CC1)C(=O)OC(C)(C)C)(F)F